BrCC1=C(C=C(C(=O)O)C=C1)F 4-(bromomethyl)-3-fluorobenzoic acid